6-amino-4-bromopyridin-2(1H)-one NC1=CC(=CC(N1)=O)Br